COC=1C(=CC(=NC1)C)C1=C(C=NC(=C1)C)C(=O)O 5'-methoxy-2',6-dimethyl-(4,4'-bipyridine)-3-carboxylic Acid